FC1(CCC(CC1)[C@H](NC(=O)C=1N(N=NC1)CC(F)(F)F)C1=NC2=C(N1)C=C(C=C2)[C@@H](C)NC(CCC(F)(F)F)=O)F N-[(S)-(4,4-Difluorocyclohexyl)-[6-[(1R)-1-(4,4,4-trifluorobutanoylamino)ethyl]-1H-benzimidazol-2-yl]methyl]-3-(2,2,2-trifluoroethyl)triazole-4-carboxamide